(3-cyclopentyl-2,6-dimethyl-3H-thieno[2,3-d]imidazol-5-yl)-N-(5-(4-ethylpiperazin-1-yl)pyridin-2-yl)-5-fluoropyrimidin-2-amine C1(CCCC1)N1C(=NC2=C1SC(=C2C)C2=NC(=NC=C2F)NC2=NC=C(C=C2)N2CCN(CC2)CC)C